5,7-dihydroindolo[2,3-c]quinolin-6-one C1=C2C3=C(C(NC2=CC=C1)=O)NC=1C=CC=CC13